ethyl (S)-3-(benzyl((R)-1-phenylethyl)amino)-3-(3',4'-dimethoxybiphenyl-3-yl)propanoate C(C1=CC=CC=C1)N([C@@H](CC(=O)OCC)C=1C=C(C=CC1)C1=CC(=C(C=C1)OC)OC)[C@H](C)C1=CC=CC=C1